C(C)(C)(C)OC(=O)CC1C2C=CC(C1)C2 5-(tert-butoxycarbonylmethyl)-bicyclo[2.2.1]Hept-2-ene